3-ethoxy-4-((2-(trimethylsilyl)ethoxy)methoxy)benzaldehyde C(C)OC=1C=C(C=O)C=CC1OCOCC[Si](C)(C)C